FC=1C=C(OCCSCC=2NC(NC2)=S)C=CC1 4-[(3-Fluorophenoxyethylthio)methyl]1,3-dihydroimidazole-2-thione